[2-chloro-4-[[3-[1-[(6-methylpyridazin-3-yl)methyl]-3-(trifluoromethyl)pyrazol-4-yl]imidazo[1,2-a]pyrazin-8-yl]amino]phenyl]-piperazin-1-ylmethanone formate C(=O)O.ClC1=C(C=CC(=C1)NC=1C=2N(C=CN1)C(=CN2)C=2C(=NN(C2)CC=2N=NC(=CC2)C)C(F)(F)F)C(=O)N2CCNCC2